N-ethyl-4-amino-3,3-dimethylbutyl-dimethoxy-methylsilane C(C)NCC(CC[Si](C)(OC)OC)(C)C